C(C)(=O)OIOC(C)=O diacetoxyiodine